(E)-2-(2-(3-chlorophenyl)acetamido)-2,3-dihydrothiazole-4-carboxylic acid ClC=1C=C(C=CC1)CC(=O)NC1SC=C(N1)C(=O)O